O1C=NC=C1C=1C=C(C=CC1)NC1=NC=CC(=N1)N N2-[3-(oxazol-5-yl)phenyl]-2,4-pyrimidinediamine